FC(C1=NN=C(S1)C1=NC=C2N1C=C(C=C2N2C[C@H](N(CC2)C(=O)C2(CC2)OC)CF)S(=O)(=O)NC2(CC2)C)F (S)-3-(5-(difluoromethyl)-1,3,4-thiadiazol-2-yl)-8-(3-(fluoromethyl)-4-(1-methoxycyclopropane-1-carbonyl)piperazin-1-yl)-N-(1-methylcyclopropyl)imidazo[1,5-a]pyridine-6-sulfonamide